N-[4-(difluoromethoxy)-2,5-difluoro-phenyl]-5-(2-pyridyl)-1H-pyrrole-3-sulfonamide FC(OC1=CC(=C(C=C1F)NS(=O)(=O)C1=CNC(=C1)C1=NC=CC=C1)F)F